1-(4-Bromophenyl)pyrazol-4-carbaldehyde BrC1=CC=C(C=C1)N1N=CC(=C1)C=O